ClC=1SC(=CN1)C1CSC2N1C(C(=CN2C)C2=CC(=CC(=C2)Cl)Cl)=O 3-(2-chlorothiazol-5-yl)-6-(3,5-dichlorophenyl)-8-methyl-5-oxo-2,3-dihydrothiazolo[3,2-a]pyrimidin